[C@@H]12CNC[C@H]2C1OC=1C=C(C=C(C1)C1=CC=C(C=C1)F)C(C)(C)NC(OCC1=CC=CC=C1)=O benzyl (2-(5-(((1R,5S,6s)-3-azabicyclo[3.1.0]hexan-6-yl)oxy)-4'-fluoro-[1,1'-biphenyl]-3-yl)propan-2-yl)carbamate